C(CCC)C(=O)[O-] butancarboxylate